NC1=NC=2CCCCC2C2=C1N=C(N2CC(CO)(CO)C)COCC 2-((4-amino-2-(ethoxymethyl)-6,7,8,9-tetrahydro-1H-imidazo[4,5-c]quinolin-1-yl)methyl)-2-methylpropane-1,3-diol